3-((3-Exo)-3-((7-chloro-1,6-naphthyridin-5-yl)amino)-8-azabicyclo[3.2.1]octane-8-yl)propionitrile ClC1=NC(=C2C=CC=NC2=C1)NC1CC2CCC(C1)N2CCC#N